lanthanum tris(isopropylcyclopentadiene) C(C)(C)C1=CC=CC1.C(C)(C)C1=CC=CC1.C(C)(C)C1=CC=CC1.[La]